8-Bromo-4-(7-fluoro-[1,2,4]triazolo[4,3-a]quinazolin-5-yl)-3,4-dihydro-2H-benzo[b][1,4]oxazine BrC1=CC=CC2=C1OCCN2C2=NC=1N(C3=CC=C(C=C23)F)C=NN1